C(C1CO1)OCC(CC)(COCC1CO1)COCC1CO1 1-(2,3-epoxypropoxy)-2,2-bis((2,3-epoxypropoxy)methyl)butane